C(C)(C)(C)OC(=O)NC1=CC=C(C=C1)[C@@H]1NCCC[C@@H]1C(=O)OCC ethyl (2R,3S)-2-(4-((tert-butoxycarbonyl)amino)-phenyl)piperidine-3-carboxylate